(R)-2-(5-(4-(2-chloro-4-fluorobenzoyl)-2-ethylpiperazin-1-yl)-2'-ethoxy-[2,3'-bipyridine]-6-carbonyl)hydrazine-1-carboximidamide ClC1=C(C(=O)N2C[C@H](N(CC2)C=2C=CC(=NC2C(=O)NNC(N)=N)C=2C(=NC=CC2)OCC)CC)C=CC(=C1)F